C1(=CC=CC=C1)C#CC#CC1=CC=C(C=C1)N 4-(4-phenylbut-1,3-diynyl)phenylamine